C(C1=CC=CC=C1)[C@H]1[C@@H]2C[C@@H]2[C@@H](N1C1=CC(=CC(N1)=O)N1CCOCC1)C 6-((1R,2S,4S,5S)-2-benzyl-4-methyl-3-azabicyclo[3.1.0]hexan-3-yl)-4-morpholinopyridin-2(1H)-one